3-bromo-2-ethyl-6-(2-methoxyphenyl)-2H-indazole BrC=1N(N=C2C=C(C=CC12)C1=C(C=CC=C1)OC)CC